5-(7-bromo-2-chloro-6,8-difluoroquinazolin-4-yl)-6-vinyl-2,5-diazabicyclo[2.2.2]octane-2-carboxylate BrC1=C(C=C2C(=NC(=NC2=C1F)Cl)N1C2CN(C(C1C=C)CC2)C(=O)[O-])F